4-chloro-5-[4-(2,3-dihydro-indol-1-yl)-piperidin-1-yl]-benzofuran-2-carboxylic acid ClC1=C(C=CC2=C1C=C(O2)C(=O)O)N2CCC(CC2)N2CCC1=CC=CC=C21